CN(C=1C=C(C#N)C=CN1)CC(F)(F)F 2-(methyl(2,2,2-trifluoroethyl)amino)isonicotinonitrile